C(C)C=1C=CC(=C(C1)S(=O)(=O)NC1=NOC2=C1C(=CC(=C2)CN2N=CC(=C2)CNC(C(=C)F)=O)OC)OCCO N-((1-((3-((5-ethyl-2-(2-hydroxyethoxy)phenyl)sulfonamido)-4-methoxybenzo[d]isoxazol-6-yl)methyl)-1H-pyrazol-4-yl)methyl)-2-fluoroacrylamide